potassium 2-acrylamido-2-methylpropanesulfonate C(C=C)(=O)NC(CS(=O)(=O)[O-])(C)C.[K+]